5-(4-Hydroxy-4-methylpiperidin-1-yl)-N-(6-(1-methyl-1H-pyrazol-4-yl)pyridin-2-yl)-2-morpholinooxazolo[4,5-b]pyridine-6-carboxamide OC1(CCN(CC1)C1=C(C=C2C(=N1)N=C(O2)N2CCOCC2)C(=O)NC2=NC(=CC=C2)C=2C=NN(C2)C)C